6-cyclopentylnicotinamide C1(CCCC1)C1=NC=C(C(=O)N)C=C1